4-(5-azaspiro[2.4]heptan-5-ylmethyl)-6-cyclopropyl-N-(3-((1S,2R)-1,2-difluoro-1-(4-methyl-4H-1,2,4-triazol-3-yl)propan-2-yl)phenyl)picolinamide C1CC12CN(CC2)CC2=CC(=NC(=C2)C2CC2)C(=O)NC2=CC(=CC=C2)[C@@]([C@H](C2=NN=CN2C)F)(C)F